OCCOCCOCCOCCOCC(COCCCCCCCC(=O)OC\C=C/CCCCCC)OCCCCCCCC(=O)OC\C=C/CCCCCC [(Z)-non-2-enyl] 8-[3-[2-[2-[2-(2-hydroxyethoxy)ethoxy]ethoxy]ethoxy]-2-[8-[(Z)-non-2-enoxy]-8-oxo-octoxy]propoxy]octanoate